C(C1=CC=CC=C1)OC=1C=C(C=CC1F)C1=NN(C(=C1CC1=CC=C(C=C1)S(N)(=O)=O)CC1CC1)C=1SC=C(N1)C(=O)O 2-(3-(3-(benzyloxy)-4-fluorophenyl)-5-(cyclopropylmethyl)-4-(4-sulfamoylbenzyl)-1H-pyrazol-1-yl)thiazole-4-carboxylic acid